C12(C(CCC(C1(C)C)C2)C)C2=NC(=NC=C2)N pinanyl-pyrimidinamine